CSC=1N=CC2=C(N1)N=C(C=C2C#C[Si](C(C)C)(C(C)C)C(C)C)N2C=NC=C2 1-[2-(methylsulfanyl)-5-[2-(triisopropylsilyl)ethynyl]pyrido[2,3-d]pyrimidin-7-yl]imidazole